3-(2-amino-[1,2,4]triazolo[1,5-a]pyridin-7-yl)-2-fluoro-6-methyl-N-(2,2,4,4-tetrafluoro-3-(4-fluorophenyl)-3-hydroxybutyl)benzamide NC1=NN2C(C=C(C=C2)C=2C(=C(C(=O)NCC(C(C(F)F)(O)C3=CC=C(C=C3)F)(F)F)C(=CC2)C)F)=N1